BrC=1C=C(C=CC1)C1=CN=C(O1)CSC1=NC(=NC(=N1)C)N 4-({[5-(3-Bromophenyl)-1,3-oxazol-2-yl]methyl}sulfanyl)-6-methyl-1,3,5-triazin-2-amin